2-chloro-1-(7-nitro-3,4-dihydrobenzo[b][1,4]thiazepin-5(2H)-yl)ethan-1-one ClCC(=O)N1C2=C(SCCC1)C=CC(=C2)[N+](=O)[O-]